C(C)N1N=CC(=C1)N\C(\C)=C\1/C(NC2=CN=C(C=C21)C=2C=NC=CC2C)=O (Z)-3-(1-((1-Ethyl-1H-pyrazol-4-yl)amino)ethylidene)-5-(4-methylpyridin-3-yl)-1H-pyrrolo[2,3-c]pyridin-2(3H)-one